[N+](=O)([O-])C=1C=C(C(=O)N2C=CC=3C2=CN=CC3C3=CC=C(C#N)C=C3)C=CC1 4-(1-(3-nitrobenzoyl)-1H-pyrrolo[2,3-c]pyridin-4-yl)benzonitrile